cadmium-calcium-copper zinc chromate sulphate S(=O)(=O)([O-])[O-].[Cr](=O)(=O)([O-])[O-].[Zn+2].[Cu+2].[Ca+2].[Cd+2]